6-(1-methyl-1H-pyrazol-4-yl)pyrimidine-2,4-diol CN1N=CC(=C1)C1=CC(=NC(=N1)O)O